8-bromo-2,3-dihydro-2-[(4-methylphenyl)sulfonyl]-4-phenyl-1H-pyrrolo[3,4-c]quinolin-1-one BrC1=CC=2C3=C(C(=NC2C=C1)C1=CC=CC=C1)CN(C3=O)S(=O)(=O)C3=CC=C(C=C3)C